C(C)(C)(C)OC(=O)N1CCC(CC1)N1N=C2C=CC(=CC2=C1)Br 4-(5-Bromo-2H-indazol-2-yl)piperidine-1-carboxylic acid tert-butyl ester